5-methyl-4-[3-(trifluoromethyl)-7,8-dihydro-5H-1,6-naphthyridin-6-yl]thieno[2,3-d]pyrimidine CC1=CSC=2N=CN=C(C21)N2CC=1C=C(C=NC1CC2)C(F)(F)F